Bis(diethylphosphino)-methan C(C)P(CC)CP(CC)CC